C(#N)CN1N=CC2=CC=C(C(=C12)OC)NC(OC(C)(C)C)=O Tert-butyl (1-(cyanomethyl)-7-methoxy-1H-indazol-6-yl)carbamate